ClC1=C(C=CC=C1Cl)B(O)O 2,3-dichlorobenzeneboronic acid